(R)-[7-(6,7-dimethoxyquinolin-4-yl)-1,2,3,4-tetrahydroisoquinolin-2-yl](imino)methyl-λ6-sulfanone COC=1C=C2C(=CC=NC2=CC1OC)C1=CC=C2CCN(CC2=C1)[SH2](=O)C=N